FC(C1=CC(=NN1CCS(=O)(=O)C)C1=NC(=NO1)C1(CC1)C1=C(C=CC=C1)C)F 5-(5-(difluoromethyl)-1-(2-(methylsulfonyl)ethyl)-1H-pyrazol-3-yl)-3-(1-(o-tolyl)cyclopropyl)-1,2,4-oxadiazole